C(C)(C)(C)OC(=O)N1CCC(CC1)CN1CCC2(CN(C2)C2=NC=NC=C2OC2=C(C=C(C=C2)F)C(N(C(C)C)CC)=O)CC1 4-((2-(5-(2-(ethyl(isopropyl)carbamoyl)-4-fluorophenoxy)pyrimidin-4-yl)-2,7-diazaspiro[3.5]nonan-7-yl)methyl)piperidine-1-carboxylic acid tert-butyl ester